tert-butyl (1S,4S,5R)-5-iodo-2-azabicyclo[2.2.1]heptane-2-carboxylate I[C@H]1[C@@H]2CN([C@H](C1)C2)C(=O)OC(C)(C)C